2,2-difluoro-2-(3-fluoropyridin-2-yl)ethan-1-ol FC(CO)(C1=NC=CC=C1F)F